C1(CC1)C(=O)N1CC(C1)(C1=CC=C(C=C1)C1=NC(=NC=C1)NC=1C=NN(C1)C)CC#N 2-(1-(cyclopropanecarbonyl)-3-(4-(2-((1-methyl-1H-pyrazol-4-yl)amino)pyrimidin-4-yl)phenyl)azetidin-3-yl)acetonitrile